C(C)C1=C(C(=O)NC2CC3(CNC3)C2)C=CC(=C1)NC=1C=2N(C=CN1)C(=CN2)C=2C(=NNC2)C(F)(F)F 2-ethyl-N-(2-azaspiro[3.3]heptan-6-yl)-4-((3-(3-(trifluoromethyl)-1H-pyrazol-4-yl)imidazo[1,2-a]pyrazin-8-yl)amino)benzamide